[Br-].CN(CC[C@]([C@H](C1=CC=CC=C1)C=1C(=NC2=CC=C(C=C2C1)CCCCOC(CCCCCCCCCCC[P+](C1=CC=CC=C1)(C1=CC=CC=C1)C1=CC=CC=C1)=O)OC)(C1=CC=CC2=CC=CC=C12)O)C [12-[4-[3-[(1R,2S)-4-(dimethylamino)-2-hydroxy-2-(1-naphthyl)-1-phenyl-butyl]-2-methoxy-6-quinolyl]butoxy]-12-oxo-dodecyl]-triphenyl-phosphonium bromide